(1S,2S,5S)-5-amino-2-(dimethylamino)cyclohexanol N[C@H]1CC[C@@H]([C@H](C1)O)N(C)C